((2-(((3S,6S,11aS)-3-(rel-(trans)-3-cyano-4-phenylpyrrolidine-1-carbonyl)-5-oxodecahydro-1H-pyrrolo[1,2-a]azonin-6-yl)carbamoyl)benzo[b]thiophen-5-yl)difluoromethyl)phosphonic acid C(#N)[C@@H]1CN(C[C@H]1C1=CC=CC=C1)C(=O)[C@@H]1CC[C@H]2N1C([C@H](CCCCC2)NC(=O)C2=CC1=C(S2)C=CC(=C1)C(F)(F)P(O)(O)=O)=O